2-(4-(pyridin-4-ylmethylcarbamoyl)piperidin-1-yl)benzo[d]thiazole-6-carboxylic acid N1=CC=C(C=C1)CNC(=O)C1CCN(CC1)C=1SC2=C(N1)C=CC(=C2)C(=O)O